(1H-imidazol-4-yl)-N-((3R,4S)-3-methylpiperidin-4-yl)-5-(trifluoromethyl)pyrimidin-2-amine N1C=NC(=C1)C1=NC(=NC=C1C(F)(F)F)N[C@@H]1[C@@H](CNCC1)C